OCCC1=C(C(=O)O)C=C(C=C1C(=O)O)[N+](=O)[O-] mono(2-hydroxyethyl)-5-nitro-isophthalic acid